BrC=1C=NC2=CC(=NC(=C2C1)Cl)C(F)(F)F 3-bromo-5-chloro-7-(trifluoromethyl)-1,6-naphthyridine